bis(3,5-di-tert-butyl-4-hydroxyphenyl) phosphoramidite P(OC1=CC(=C(C(=C1)C(C)(C)C)O)C(C)(C)C)(OC1=CC(=C(C(=C1)C(C)(C)C)O)C(C)(C)C)N